FC1=C(C=CC(=C1)OC1=CC(=NC=C1)N1N=CC(=C1)C)NC1=NC=NC2=CC(=C(C=C12)NC1CCN(CC1)C(C=C)=O)OC 1-(4-((4-((2-fluoro-4-((2-(4-methyl-1H-pyrazol-1-yl)pyridin-4-yl)oxy)phenyl)amino)-7-methoxyquinazolin-6-yl)amino)piperidin-1-yl)prop-2-en-1-one